(R)-N'-((1,2,3,5,6,7-hexahydro-s-indacen-4-yl)carbamoyl)-2-(2-hydroxy-propan-2-yl)-N-methyl-thiazole-5-sulfonimidamide C1CCC2=C(C=3CCCC3C=C12)NC(=O)N=[S@@](=O)(NC)C1=CN=C(S1)C(C)(C)O